4-(4-fluoropiperidin-3-yl)pyridine 1-oxide FC1C(CNCC1)C1=CC=[N+](C=C1)[O-]